OC1C(C(C(C1)=O)CCCCCCC(=O)OCC1=CC=C(C=C1)NC(C(CCCC)NC(=O)C1N(CCC1)C(CNC(CNC(C(=C)C)=O)=O)=O)=O)\C=C\C(CCCCC)O 4-(2-(1-(methacryloylglycylglycyl)pyrrolidine-2-carboxamido)hexanamido)benzyl (E)-7-(3-hydroxy-2-(3-hydroxyoct-1-en-1-yl)-5-oxocyclopentyl)heptanoate